bromo-5'-methoxy-6-methyl-(4,4'-bipyridine)-3-carboxylic acid methyl ester COC(=O)C=1C(=NC(=CC1C1=CC=NC=C1OC)C)Br